FC1=C(C=CC(=C1)N1CCP(CC1)(=O)C)NC(=O)C=1N=C(SC1)C1=C(N=CN1C(C)C)C1=CC=C(C=C1)F N-(2-fluoro-4-(4-methyl-4-oxido-1,4-azaphosphinan-1-yl)phenyl)-2-(4-(4-fluorophenyl)-1-isopropyl-1H-imidazol-5-yl)thiazole-4-carboxamide